FC=1C=CN2C(=NN=C(C21)C2=C(C=C(C=C2)OC(F)(F)F)O)NC2CC(CNC2)O 5-({8-fluoro-1-[2-hydroxy-4-(trifluoromethoxy)phenyl]pyrrolo[1,2-d][1,2,4]triazin-4-yl}amino)piperidin-3-ol